6-(3,5-dimethylpiperazin-1-yl)-2-(2,6-dioxopiperidin-3-yl)-4,5-difluoroisoindoline-1,3-dione CC1CN(CC(N1)C)C1=C(C(=C2C(N(C(C2=C1)=O)C1C(NC(CC1)=O)=O)=O)F)F